4-[4-Cyano-3-hydroxy-6-(4-methoxy-phenyl)-pyridin-2-yl]-4-oxo-butyric acid C(#N)C1=C(C(=NC(=C1)C1=CC=C(C=C1)OC)C(CCC(=O)O)=O)O